N1N=CC=CC=C1.[Cu] copper diazepine